NC1=CC=C(C=C1)N[C@@H]1C[C@@H](N(C2=CC=CC=C12)C(CC)=O)C 1-((2s,4r)-4-((4-aminophenyl)amino)-2-methyl-3,4-dihydroquinolin-1(2H)-yl)propan-1-one